C(#N)C=1C=C(C=CC1)[C@]1(OCC1)CNC(=O)[C@@H]1[C@H](C1)C(F)(F)F (1S,2S)-N-[[(2S)-2-(3-cyanophenyl)oxetan-2-yl]methyl]-2-(trifluoromethyl)cyclopropanecarboxamide